C(C)OC([C@@H](CC=1N(C=2C(=C3CC[C@@H](N(C3=CC2)C(=O)[O-])C)N1)C)C1=CC=CC=C1)=O (7S)-2-[(2S)-3-ethoxy-3-oxo-2-phenylpropyl]-3,7-dimethyl-3H,6H,7H,8H,9H-imidazo[4,5-f]quinoline-6-carboxylate